7-chloro-3-(((1,5,6,7,8,8a-hexahydroimidazo[1,5-a]pyridin-3-yl)thio)methyl)-5H-thiazolo[2,3-b]quinazoline dihydrochloride Cl.Cl.ClC=1C=C2CN3C(=NC2=CC1)SC=C3CSC3=NCC1N3CCCC1